tert-butyl benzyl(4-nitrophenyl)carbamate C(C1=CC=CC=C1)N(C(OC(C)(C)C)=O)C1=CC=C(C=C1)[N+](=O)[O-]